COS(=O)(=O)[O-].C(C1=CC=CC=C1)[S+](C)C benzyl-dimethyl-sulfonium methyl-sulfate